3-(1H-indazol-3-yl)-2,5-dihydro-1H-pyrrole-1-carboxylic acid tert-butyl ester C(C)(C)(C)OC(=O)N1CC(=CC1)C1=NNC2=CC=CC=C12